ClC=1C=C2C=3C[C@H](CCC3N(C2=CC1)C)C(=O)N(C)[C@H]1[C@H]2CC[C@@H](C1)N2C#N (3S)-6-chloro-N-((1R,2R,4S)-7-cyano-7-azabicyclo[2.2.1]heptan-2-yl)-N,9-dimethyl-2,3,4,9-tetrahydro-1H-carbazole-3-carboxamide